2-heptadecyl-1-octadecylimidazolium tetrakis(pentafluorophenyl)borate FC1=C(C(=C(C(=C1[B-](C1=C(C(=C(C(=C1F)F)F)F)F)(C1=C(C(=C(C(=C1F)F)F)F)F)C1=C(C(=C(C(=C1F)F)F)F)F)F)F)F)F.C(CCCCCCCCCCCCCCCC)C=1N(C=C[NH+]1)CCCCCCCCCCCCCCCCCC